FC(C(=O)O)(F)F.ClC1=CC=C(C[C@H]2CO[C@H](CN2C2CCNCC2)[C@@H](C)O)C=C1 (R)-1-((2R,5S)-5-(4-chlorobenzyl)-4-(piperidin-4-yl)morpholin-2-yl)ethanol 2,2,2-trifluoroacetate